CNC1(CCC2(CN(C(N2)=O)C=2C=NC(=NC2)C(F)(F)F)CC1)C1=CC=CC=C1 8-(methylamino)-8-phenyl-3-(2-(trifluoromethyl)pyrimidin-5-yl)-1,3-diazaspiro[4.5]decan-2-one